NC=1C=C(CCN2C(OC(C2=O)C)C=2C(=NN(C2)C2=CC=C(C=C2)Br)C2=CC=C(C=C2)F)C=C(C1)F 3-(3-Amino-5-fluorophenethyl)-2-(1-(4-bromophenyl)-3-(4-fluorophenyl)-1H-pyrazol-4-yl)-5-Methyloxazolidin-4-one